Cl.Cl.CC1CNCCN1 3-methylpiperazine bishydrochloride